(2-carboxy-phenyl)boronic acid C(=O)(O)C1=C(C=CC=C1)B(O)O